NC12CC(C1)(C2)C#N 3-amino-bicyclo[1.1.1]pentane-1-carbonitrile